C(C)N(CCCN1N=NN(C1=S)C1=C(C=CC=C1)SC)CC 1-(3-(diethylamino)propyl)-4-(methylthio-phenyl)-1,4-dihydro-5H-tetrazole-5-thione